5-bromobenzo[b]thiophene-4-thiol BrC1=C(C2=C(SC=C2)C=C1)S